2-(5-(8-methoxy-[1,2,4]triazolo[1,5-a]pyridin-6-yl)-4-(2,2,2-trifluoroethyl)-1H-pyrazol-3-yl)-5-(1-methylpiperidin-4-yl)thiazole COC=1C=2N(C=C(C1)C1=C(C(=NN1)C=1SC(=CN1)C1CCN(CC1)C)CC(F)(F)F)N=CN2